O(C=1C=C(C(=C(C1)C(F)(F)F)O)C1=C(C(=O)N)C=CC=C1N)C=1C=C(C(=C(C1)C(F)(F)F)O)C1=C(C(=O)N)C=CC=C1N oxybis(6-hydroxy-5-(trifluoromethyl)-3,1-phenylene)bis(3-aminobenzamide)